N1(C=CC=C1)C1=CC2=C(NC(=N2)S)C=C1 5-(1H-pyrrol-1-yl)-2-mercapto-1H-benzo[d]imidazole